5-(1-benzyl-1H-pyrazol-4-yl)-2-({6-methylimidazo[1,2-a]pyridin-2-yl}methyl)-1,2-dihydro-2,7-naphthyridin-1-one C(C1=CC=CC=C1)N1N=CC(=C1)C1=C2C=CN(C(C2=CN=C1)=O)CC=1N=C2N(C=C(C=C2)C)C1